C(C)(C)(C)C1=CC=C(C=C1)CCCSC(CC=O)C 3-((3-(4-(tert-butyl)phenyl)propyl)thio)butanal